N1(CCC1)C1=NC=C(C=C1C(F)(F)F)N=C=S 2-(azetidin-1-yl)-5-isothiocyanato-3-(trifluoromethyl)pyridine